1-((1-hydroxycyclobutyl)methyl)-8-phenyl-1,3-diazaspiro[4.5]decan-2-one OC1(CCC1)CN1C(NCC12CCC(CC2)C2=CC=CC=C2)=O